1,3,5-tris[(4-tert-butyl-3-hydroxy-2,6-Xylyl)methyl]-1,3,5-triazine-2,4,6(1H,3H,5H)-trione C(C)(C)(C)C1=C(C(=C(C(=C1)C)CN1C(N(C(N(C1=O)CC1=C(C(=C(C=C1C)C(C)(C)C)O)C)=O)CC1=C(C(=C(C=C1C)C(C)(C)C)O)C)=O)C)O